NC1=C(C=C(C=C1)B(O)O)C=O (4-Amino-3-formylphenyl)boronic acid